ClC1=NC=C2NC(N(C2=N1)CC1=CC=C(C=C1)OC)=O 2-chloro-9-(4-methoxybenzyl)-7,9-dihydro-8H-purin-8-one